C(C)(C)(C)OC(=O)N(CCC1=CN(C2=CC=CC=C12)C(=O)OC(C)(C)C)C1=CC(=NC=2N1N=CC2C(C)C)Cl tert-Butyl 3-[2-[tert-butoxycarbonyl-(5-chloro-3-isopropyl-pyrazolo[1,5-a]pyrimidin-7-yl) amino]ethyl]indole-1-carboxylate